6-(4-chloro-2-(methoxymethoxy)phenyl)-3-(methylsulfonyl)-1,2,4-triazine ClC1=CC(=C(C=C1)C1=CN=C(N=N1)S(=O)(=O)C)OCOC